(Z)-3-fluoro-4-(3-fluorophenylsulfonyl)but-2-en-1-amine hydrochloride Cl.F\C(=C/CN)\CS(=O)(=O)C1=CC(=CC=C1)F